ClC=1C=C(C=CC1)C=1SC2=C(N1)CC[C@@]1([C@H]3CC[C@]4([C@H]([C@@H]3CC[C@H]12)CC[C@@H]4O)C)C (5aR,5bS,7aS,8S,10aS,10bR,12aR)-2-(3-chlorophenyl)-5a,7a-dimethyl-5,5a,5b,6,7,7a,8,9,10,10a,10b,11,12,12a-tetradecahydro-4H-cyclopenta[7,8]phenanthro[2,1-d]thiazol-8-ol